(1-iminoethyl)acetamidine N=C(C)CC(=N)N